BrC=1N=NN(C1C(=O)O)C 4-bromo-1-methyl-1H-1,2,3-triazole-5-carboxylic acid